11-methyl-2,7-dicarbaundecaborane CBBBBCBBBBCB